[Si].[Ni].[W] tungsten-nickel-silicon